C1(CCCC1)NC1=C2C(=NC(=N1)OCCO)N(N=C2)[C@H]2[C@@H]([C@@H]([C@H](O2)CO[C@@](CO)(C)P(O)(O)=O)O)O ((S)-2-(((2R,3S,4R,5R)-5-(4-(cyclopentylamino)-6-(2-hydroxyethoxy)-1H-pyrazolo-[3,4-d]pyrimidin-1-yl)-3,4-dihydroxytetrahydrofuran-2-yl)methoxy)-1-hydroxypropan-2-yl)phosphonic acid